methyl (trans)-3-{[(tert-butoxy)carbonyl](methyl)amino}cyclobutane-1-carboxylate C(C)(C)(C)OC(=O)N([C@@H]1C[C@H](C1)C(=O)OC)C